1-(((1-acetoxyethoxy)carbonyl)oxy)-2,2,5,5-tetraethyl-2,5-dihydro-1H-pyrrole C(C)(=O)OC(C)OC(=O)ON1C(C=CC1(CC)CC)(CC)CC